isopropyl 4-(4-aminobutanamido)-2-(3-aminoprop-1-yn-1-yl)benzoate NCCCC(=O)NC1=CC(=C(C(=O)OC(C)C)C=C1)C#CCN